ClC1=CC=C(C2=C1C=C(O2)F)COC=2SC=C(N2)C2=CCC(CC2)CC2=NC1=C(N2C[C@H]2OCC2)C=C(C=C1)C(=O)OC methyl 2-((4-(2-((4-chloro-2-fluorobenzofuran-7-yl)methoxy)thiazol-4-yl)cyclohex-3-en-1-yl)methyl)-1-(((S)-oxetan-2-yl)methyl)-1H-benzo[d]imidazole-6-carboxylate